4-{[(1R)-1-(3-bromophenyl)ethyl]amino}-2-methylpyrido[3,4-d]pyrimidin BrC=1C=C(C=CC1)[C@@H](C)NC=1C2=C(N=C(N1)C)C=NC=C2